CN(CCOCC(C)(C)S(=O)(=O)C1(CC1)CN1C(C2=C(CC1)C(=NN2C)C(=O)Cl)=O)C 6-((1-((1-(2-(Dimethylamino)ethoxy)-2-methylpropan-2-yl)sulfonyl)cyclopropyl)methyl)-1-methyl-7-oxo-4,5,6,7-tetrahydro-1H-pyrazolo[3,4-c]pyridine-3-carbonyl chloride